C1(CC1)C(=O)N1CCC(CC1)(O)CN1C=NC2=C(C1=O)C=NN2C2=CC=C(C=C2)NC(C2=C(C=CC=C2)NC)=O N-(4-{5-[(1-cyclopropanecarbonyl-4-hydroxypiperidin-4-yl)methyl]-4-oxo-1H,4H,5H-pyrazolo[3,4-d]pyrimidin-1-yl}phenyl)-2-(methylamino)benzamide